5-ethoxy-5'-methyl-3H-spiro[furo[2,3-c]pyridine-2,3'-pyrrolidine]-1'-carboxylic acid tert-butyl ester C(C)(C)(C)OC(=O)N1CC2(CC1C)CC=1C(=CN=C(C1)OCC)O2